ClC1=CC=C(C=C1)C1=CC(=NC(=N1)C=1C=NC=CC1)NCCN1CCCC1 6-(4-chlorophenyl)-2-(pyridin-3-yl)-N-(2-(pyrrolidin-1-yl)ethyl)pyrimidin-4-amine